CN1C(=NC=C1C=1C=C2C=C(N=CC2=CC1)NC(=O)[C@@H]1CC[C@H](CC1)OC)C trans-N-(6-(1,2-dimethyl-1H-imidazol-5-yl)isoquinolin-3-yl)-4-methoxycyclohexane-1-carboxamide